4-(6-Fluoropyridin-3-yl)-6-(1-methyl-1H-1,2,3-triazol-4-yl)pyrazolo[1,5-a]pyridine-3-carbonitrile FC1=CC=C(C=N1)C=1C=2N(C=C(C1)C=1N=NN(C1)C)N=CC2C#N